N1(CCOCC1)NC(=O)C1=NN(C(=C1CC)C1=CC=C(C=C1)C#CCCCC#N)C1=C(C=C(C=C1)Cl)Cl 5-[4-(5-Cyano-pent-1-ynyl)-phenyl]-1-(2,4-dichloro-phenyl)-4-ethyl-1H-pyrazole-3-carboxylic acid morpholin-4-ylamide